C(C(C)(C)C)(=O)OCN1N=NC(=C1)C1CN(CC1)C(=O)OC(C)(C)C tert-Butyl 3-(1-((pivaloyloxy)methyl)-1H-1,2,3-triazol-4-yl)pyrrolidine-1-carboxylate